ClC1=C(C=CC2=C1NC(=N2)CC=2C=NC=CC2)SC=2N=CC(=NC2)N2CCC1([C@@H]([C@@H](OC1)C)N)CC2 (3S,4S)-8-(5-((7-chloro-2-(pyridin-3-ylmethyl)-1H-benzo[d]imidazol-6-yl)thio)pyrazin-2-yl)-3-methyl-2-oxa-8-azaspiro[4.5]decan-4-amine